tert-butyl 4-(2-(2,6-dioxopiperidin-3-yl)-1,3-dioxoisoindolin-5-yl)-6-methyl-3,6-dihydropyridine-1(2H)-carboxylate O=C1NC(CCC1N1C(C2=CC=C(C=C2C1=O)C=1CCN(C(C1)C)C(=O)OC(C)(C)C)=O)=O